7-(4,4-difluoropiperidin-1-yl)-N-[(4S)-3,4-dihydro-2H-1-benzopyran-4-yl]-3-(dimethylamino)thieno[3,2-b]pyridine FC1(CCN(CC1)C1=C2C(N(C=C1)[C@H]1CCOC3=C1C=CC=C3)=C(CS2)N(C)C)F